BrC1=NN(N=C1Br)CC 4,5-dibromo-2-ethyl-2H-1,2,3-triazole